4-((azepan-4-yloxy)methyl)-5-cyclopropyl-3-(2,6-difluorophenyl)isoxazole hydrochloride Cl.N1CCC(CCC1)OCC=1C(=NOC1C1CC1)C1=C(C=CC=C1F)F